6-cyclopropyl-7-(2-fluoro-6-hydroxyphenyl)-1-(2-isopropyl-4-methylpyridin-3-yl)-4-((S)-2-methylpiperazin-1-yl)pyrido[2,3-d]pyrimidin-2(1H)-one C1(CC1)C1=CC2=C(N(C(N=C2N2[C@H](CNCC2)C)=O)C=2C(=NC=CC2C)C(C)C)N=C1C1=C(C=CC=C1O)F